C(=C)[C@@](/C=C/C1=CC=C(C=C1)O)(CCC=C(C)C)C 4-[(1E,3S)-3-Vinyl-3,7-dimethyl-1,6-octadien-1-yl]phenol